(R)-1-(tert-butyl)-N-(2-methyl-4-(3-(3-(N-methylacrylamido)piperidin-1-yl)pyridin-4-yl)benzyl)-1H-1,2,3-triazole-4-carboxamide C(C)(C)(C)N1N=NC(=C1)C(=O)NCC1=C(C=C(C=C1)C1=C(C=NC=C1)N1C[C@@H](CCC1)N(C(C=C)=O)C)C